ethyl-4-nitro-1,3-dioxoisoindoline C(C)N1C(C2=CC=CC(=C2C1=O)[N+](=O)[O-])=O